(aminomethyl)-N-(tert-butyl)-5-(1H-pyrrolo[2,3-b]pyridin-4-yl)aniline NCN(C1=CC=CC(=C1)C1=C2C(=NC=C1)NC=C2)C(C)(C)C